C(#N)[C@@H]1C[C@@]2(CN1C([C@H](CC(C)C)N(C(=O)C=1NC3=CC(=CC(=C3C1[2H])F)F)C)=O)C(NC1=CC=CC=C12)=O N-((S)-1-((3R,5'S)-5'-cyano-2-oxospiro[indol-3,3'-pyrrolidin]-1'-yl)-4-methyl-1-oxopentan-2-yl)-4,6-difluoro-N-methyl-1H-indole-2-carboxamide-3-d